3-oxo-1,2,3,4-tetrahydroisoquinoline-1-carboxylic acid O=C1NC(C2=CC=CC=C2C1)C(=O)O